C(C)C1=C(CN2C[C@H](CC2)C(=O)O)C=CC(=C1)/C(/C)=N/OCC1=CC(=C(C=C1)C1CCCC1)C (S,E)-1-(2-ethyl-4-(1-(((4-cyclopentyl-3-methylbenzyl)oxy)imino)ethyl)benzyl)pyrrolidine-3-carboxylic acid